aminopropyl-Aminopropylsilanetriol NCCCO[Si](O)(O)CCCN